C1(CC1)C=1N=CN(C1)C=1C(=CC(=C(C(=O)[O-])C1)F)C 5-(4-cyclopropyl-1H-imidazol-1-yl)-2-fluoro-4-methylbenzoate